C(C)OC1=CC2=C(C(=NO2)N2C(N3C(=C2)C([C@@H](C3)NS(=O)(=O)CC)(F)F)=O)C(=C1)C1=C(C=C(C=C1F)F)F N-{(6R)-2-[6-ethoxy-4-(2,4,6-trifluorophenyl)-1,2-benzoxazol-3-yl]-7,7-difluoro-3-oxo-2,5,6,7-tetrahydro-3H-pyrrolo[1,2-c]imidazol-6-yl}ethanesulfonamide